5-(3,5-dimethyl-1H-pyrazol-4-yl)pyridin-2-amine CC1=NNC(=C1C=1C=CC(=NC1)N)C